FC1=C(COC2=C(C(N(C(=C2)C)CC=2C=C(C(=O)N(C)C)C=CC2)=O)Br)C=CC(=C1)F 3-((4-(2,4-difluorobenzyloxy)-3-bromo-6-methyl-2-oxopyridin-1(2H)-yl)methyl)-N,N-dimethylbenzamide